O(C1=CC=CC=C1)CC1=NOC(C1)C(=O)N 3-(phenoxymethyl)-4,5-dihydroisoxazole-5-carboxamide